N1N=CC=C1C#CC1=C(N=CC(=N1)C=1C=C(C=CC1C)C(C(=O)N)(C(F)(F)F)O)N 2-(3-(6-((1H-pyrazol-5-yl)ethynyl)-5-aminopyrazin-2-yl)-4-methylphenyl)-3,3,3-trifluoro-2-hydroxypropanamide